N-methyl-6-[3-(trifluoromethyl)anilino]Pyridine-3-sulfonamide CNS(=O)(=O)C=1C=NC(=CC1)NC1=CC(=CC=C1)C(F)(F)F